N-(1-(Cyclopropylsulfonyl)-1H-pyrazol-4-yl)-4-((2-methyl-4-phenylthiazol-5-yl)oxy)pyridin-2-amine C1(CC1)S(=O)(=O)N1N=CC(=C1)NC1=NC=CC(=C1)OC1=C(N=C(S1)C)C1=CC=CC=C1